(6-(3-(6,7-dihydropyrazolo[1,5-a]pyrimidin-4(5H)-yl)-7,8-dihydro-1,6-naphthyridin-6(5H)-yl)-5-methylpyridazin-3-yl)(2-methylazetidin-1-yl)methanone N1=CC=C2N1CCCN2C=2C=NC=1CCN(CC1C2)C2=C(C=C(N=N2)C(=O)N2C(CC2)C)C